1,3,5-tris(4-aminophenyl)-2,4,6-triazine NC1=CC=C(C=C1)C1=NC(=NC(=N1)C1=CC=C(C=C1)N)C1=CC=C(C=C1)N